6-{imidazo[1,2-a]pyridin-3-yl}-N-({6-[(3R)-3-methoxypyrrolidin-1-yl]pyridin-3-yl}methyl)pyrimidin-4-amine N=1C=C(N2C1C=CC=C2)C2=CC(=NC=N2)NCC=2C=NC(=CC2)N2C[C@@H](CC2)OC